5-formyl-cytosine-d C(=O)C=1C(=NC(NC1)=O)N[2H]